(R)-N'-((4-cyano-2,6-diisopropylphenyl)carbamoyl)-3-(hydroxymethyl)-4-(2-hydroxypropan-2-yl)benzenesulfonimidamide C(#N)C1=CC(=C(C(=C1)C(C)C)NC(=O)N=[S@](=O)(N)C1=CC(=C(C=C1)C(C)(C)O)CO)C(C)C